C(C)(C)(C)OC(=O)NC(C(=O)O)[C@H]([C@H](C)O)C (3R,4S)-2-((tert-butoxycarbonyl)amino)-4-hydroxy-3-methylpentanoic acid